5-(8-fluoroimidazo[1,2-a]pyridin-6-yl)-4-methoxy-7H-pyrrolo[2,3-d]pyrimidin-2-amine FC=1C=2N(C=C(C1)C1=CNC=3N=C(N=C(C31)OC)N)C=CN2